FC=1C(=C(C=CC1F)[C@H]1[C@@H](S[C@](C1)(C(F)(F)F)C)C(=O)NC1=CC(=NC=C1)OCC(CO)O)OC (2R,3S,5R)-3-(3,4-difluoro-2-methoxyphenyl)-N-(2-(2,3-dihydroxypropoxy)pyridin-4-yl)-5-methyl-5-(trifluoromethyl)tetrahydrothiophene-2-carboxamide